ClC1=C(C=C2C=C(N=CC2=C1)NC(=O)C1CC2(CC2)C1)N1CCN(CC1)[C@]1(COC[C@H]1O)C N-(7-chloro-6-(4-((3S,4S)-4-hydroxy-3-methyltetrahydrofuran-3-yl)piperazin-1-yl)isoquinolin-3-yl)spiro[2.3]hexane-5-carboxamide